FC(C=1C=C(C=NC1)OB(O)O)(F)F [5-(trifluoromethyl)pyridin-3-yl]boric acid